NC=1C=2N(C=CN1)C(=NC2C2=CC=C(C(=O)NC1=NC=CC(=C1)C(C)C)C=C2)[C@H]2N(CCC2)C(=O)C2=NC(=NC=C2)Cl (S)-4-(8-amino-3-(1-(2-chloropyrimidine-4-carbonyl)pyrrolidin-2-yl)imidazo[1,5-a]pyrazin-1-yl)-N-(4-isopropylpyridin-2-yl)benzamide